C(C)N(C(C1=C(C=CC(=C1)F)OC)=O)C(C)C N-ethyl-5-fluoro-2-methoxy-N-(propan-2-yl)benzamide